C(C)OC(=O)C1=NC2=C(C(=CC(=C2C(=C1)C(=O)OCC)NC(C)=O)OC)OC 5-acetylamino-7,8-dimethoxyquinoline-2,4-dicarboxylic acid diethyl ester